2-fluoro-N-{2-[(2R)-1-methylpyrrolidin-2-yl]-1-{[2-(trimethylsilyl)ethoxy]methyl}pyrrolo[3,2-c]pyridin-6-yl}-4-(1H-pyrazol-4-yl)benzamide FC1=C(C(=O)NC2=CC3=C(C=N2)C=C(N3COCC[Si](C)(C)C)[C@@H]3N(CCC3)C)C=CC(=C1)C=1C=NNC1